(E,E)-8,10-tetradecadienol C(CCCCCC\C=C\C=C\CCC)O